ClC=1C(=NC(=NC1)NC1=CC(=CC(=C1)CN1CC(N[C@@H](C1)C)(C)C)C1CC1)C1=CNC2=CC(=CC=C12)C (R)-5-chloro-N-(3-cyclopropyl-5-((3,3,5-trimethylpiperazine-1-yl)methyl)phenyl)-4-(6-methyl-1H-indol-3-yl)pyrimidine-2-amin